(2-phenyl-2H-[1,2,3]Triazol-4-yl)-methanol C1(=CC=CC=C1)N1N=CC(=N1)CO